C(C)OC(=O)C1=NC(=NC(=C1)C1=CC=C(C=C1)C)C1=CC=CC=C1 2-phenyl-6-(p-tolyl)pyrimidine-4-carboxylic acid ethyl ester